C(C)(C)(C)C1=CC=C(C=C1)/C=C/C(=O)C1=C(C=CC=C1)O (e)-3-(4-t-Butylphenyl)-1-(2-hydroxyphenyl)prop-2-en-1-one